5-[(1S,4S,5R)-5-{[5-cyclopropyl-3-(2,6-dichlorophenyl)-1,2-oxazol-4-yl]methoxy}-2-azabicyclo[2.2.1]heptan-2-yl]-1,3-dihydro-2-benzofuran-1-one C1(CC1)C1=C(C(=NO1)C1=C(C=CC=C1Cl)Cl)CO[C@H]1[C@@H]2CN([C@H](C1)C2)C2=CC1=C(C(OC1)=O)C=C2